C1(CCC1)N1C(C(N(CC1)CC1=NC=C(N=C1)C1=C(C=CC=C1)F)=O)=O 1-cyclobutyl-4-((5-(2-fluorophenyl)pyrazin-2-yl)methyl)piperazine-2,3-dione